[(1R)-6,6'-dimethoxy[1,1'-biphenyl]-2,2'-diyl]bis[bis[3,5-bis(1,1-dimethylethyl)-4-methoxyphenyl]phosphine] COC1=CC=CC(=C1C1=C(C=CC=C1OC)P(C1=CC(=C(C(=C1)C(C)(C)C)OC)C(C)(C)C)C1=CC(=C(C(=C1)C(C)(C)C)OC)C(C)(C)C)P(C1=CC(=C(C(=C1)C(C)(C)C)OC)C(C)(C)C)C1=CC(=C(C(=C1)C(C)(C)C)OC)C(C)(C)C